(1r,4r)-4-(4-(3-amino-6-(2-hydroxyphenyl)pyridazin-4-yl)-1H-pyrazol-1-yl)cyclohexane-1-carboxylic acid NC=1N=NC(=CC1C=1C=NN(C1)C1CCC(CC1)C(=O)O)C1=C(C=CC=C1)O